4-[1-(4-Phenylphenyl)propan-2-yl]benzene-1,3-diol C1(=CC=CC=C1)C1=CC=C(C=C1)CC(C)C1=C(C=C(C=C1)O)O